C1(N=CC=C2C=CC=3C(=C12)C=CON3)=O oxazinoisoquinolinone